zirconium oxide tantalum [Ta+5].[O-2].[Zr+4]